N-[2-amino-5-(4-fluorophenyl)phenyl]-4-[(6-methoxy-3-pyridyl)sulfonimidoyl]benzamide NC1=C(C=C(C=C1)C1=CC=C(C=C1)F)NC(C1=CC=C(C=C1)S(=O)(=N)C=1C=NC(=CC1)OC)=O